CN1CCC2(OCCC3=C2C=C2CN(C(C2=C3)=O)C3C(NC(CC3)=O)=O)CC1 3-(1-Methyl-1'-Oxo-1',3',7',8'-Tetrahydro-2'H-Spiro[Piperidine-4,5'-Pyrano[3,4-f]Isoindol]-2'-Yl)Piperidine-2,6-Dione